(cis)-Methyl 2-(4-(6-(3-fluoro-2-methylphenyl)-5-(methoxycarbonyl)-2-(thiazol-2-yl)-3,6-dihydropyrimidin-4-yl)cyclohexyl)oxazole-4-carboxylate FC=1C(=C(C=CC1)C1C(=C(NC(=N1)C=1SC=CN1)[C@H]1CC[C@H](CC1)C=1OC=C(N1)C(=O)OC)C(=O)OC)C